4-(6-(benzyloxy)-2-bromobenzo[b]thiophen-3-yl)-5-hydroxy-2,6-dimethylpyridazin-3(2H)-one C(C1=CC=CC=C1)OC=1C=CC2=C(SC(=C2C=2C(N(N=C(C2O)C)C)=O)Br)C1